4-methyl-3-(trifluoromethyl)-7-((4-(5-(trifluoromethyl)pyrimidin-2-yl)piperazin-1-yl)methyl)-1,5-naphthyridin-2(1H)-one CC1=C(C(NC2=CC(=CN=C12)CN1CCN(CC1)C1=NC=C(C=N1)C(F)(F)F)=O)C(F)(F)F